1-(3,4-dichlorophenyl)cyclobutane-1-carboxylic acid ClC=1C=C(C=CC1Cl)C1(CCC1)C(=O)O